diazen-1-ium-1,2-diol [NH+](=NO)O